NCC(CN(CC1=NC=CC=C1)CC1=C(C=CC=C1)O)O 2-{[(3-AMINO-2-HYDROXY-PROPYL)-PYRIDIN-2-YLMETHYL-AMINO]-METHYL}-PHENOL